C(C)N1[C@@H](C=2N=CC(=C(C3=CN4C(C(OCCCCCC(NC1=O)CCCOC)=N3)=NC=C4)C2)OC)C (12R)-13-ethyl-8-methoxy-16-(3-methoxypropyl)-12-methyl-12,13,16,17,18,19,20,21-octahydro-6,23-(azeno)-11,7-(metheno)imidazo[2,1-c][1,4,10,13,15]oxatetraazacyclohenicosin-14(15H)-one